ClCC=1C=C(C2=C(OCCO2)C1)[N+](=O)[O-] 7-(Chloromethyl)-5-nitro-2,3-dihydrobenzo[b][1,4]dioxine